1,2,2,2-tetrafluoroethyl-2,2,3,3-tetrafluoropropyl ether FC(C(F)(F)F)C(C(COCC(C(C(C(F)(F)F)F)(F)F)(F)F)(F)F)(F)F